Ethyl ({5-bromo-3-[5-(propan-2-yl)-1,3,4-thiadiazol-2-yl]pyridin-2-yl}carbamothioyl)carbamate BrC=1C=C(C(=NC1)NC(=S)NC(OCC)=O)C=1SC(=NN1)C(C)C